lithium 4-chlorophenoxide ClC1=CC=C([O-])C=C1.[Li+]